9-(3,5-dibromophenyl)-9H-carbazole-1,2,3,4,5,6,7,8-d8 BrC=1C=C(C=C(C1)Br)N1C2=C(C(=C(C(=C2C=2C(=C(C(=C(C12)[2H])[2H])[2H])[2H])[2H])[2H])[2H])[2H]